(3R,7R)-9-(1-(5-bromopyridin-2-yl)ethyl)-2-(4-chloro-3-(trifluoromethyl)benzoyl)-3,7-dimethyl-1,2,3,4,8,9-hexahydropyrido[4',3':3,4]pyrazolo[1,5-a]pyrazin-10(7H)-one BrC=1C=CC(=NC1)C(C)N1C(C=2N([C@@H](C1)C)N=C1C2CN([C@@H](C1)C)C(C1=CC(=C(C=C1)Cl)C(F)(F)F)=O)=O